CC#CCCCCCC METHYL-OCTYNE